C(C=CCCCCCCCCCCCCCCCCC)(=O)OC[C@@H](OC(C=CCCCCCCCCCCCCCCCCC)=O)COP(=O)(O)OCC[N+](C)(C)C 1,2-Dieicosenoyl-sn-glycero-3-phosphorylcholine